C(C)CC(CC(=O)[O-])=O.C(C)CC(CC(=O)[O-])=O.C(C)CC(CC(=O)[O-])=O.C(C)O[Zr+3] monoethoxyzirconium tris(ethylacetoacetate)